BrC=1C(=NC=CC1)CC(C)O[Si](C1=CC=CC=C1)(C1=CC=CC=C1)C(C)(C)C 3-bromo-2-[2-[(tert-butyldiphenylsilyl)oxy]propyl]pyridine